apigenin lithium salt [Li].O1C(=CC(=O)C=2C(O)=CC(O)=CC12)C1=CC=C(O)C=C1